[3-(2-phenylethoxy)phenyl]boric acid C1(=CC=CC=C1)CCOC=1C=C(C=CC1)OB(O)O